OC1=C2CC(N(CC2=CC=C1)C(=O)OC(C)(C)C)CN1CCOCC1 tert-Butyl 5-hydroxy-3-(morpholin-4-ylmethyl)-3,4-dihydroisoquinoline-2(1H)-carboxylate